3-(azetidin-3-yl)bicyclo[1.1.1]pentane-1-carboxylic acid N1CC(C1)C12CC(C1)(C2)C(=O)O